CC1=C(CC(C(C1)C=O)C=O)C 1,2-dimethyl-4,5-diformyl-cyclohexene